C(C)(C)(C)OC(=O)C=1CNC=CC1 pyridine-3(2H)-carboxylic acid tert-butyl ester